methyl 4-({4-[({2-[methyl(methylsulfonyl)amino]pyridin-3-yl}methyl)amino]-5-(trifluoromethyl)pyrimidin-2-yl}amino)benzoate CN(C1=NC=CC=C1CNC1=NC(=NC=C1C(F)(F)F)NC1=CC=C(C(=O)OC)C=C1)S(=O)(=O)C